N-(trans-4-(2-(4-(6-(trifluoromethyl)pyridin-2-yl)piperazin-1-yl)ethyl)cyclohexyl)quinoline-4-carboxamide FC(C1=CC=CC(=N1)N1CCN(CC1)CC[C@@H]1CC[C@H](CC1)NC(=O)C1=CC=NC2=CC=CC=C12)(F)F